CCCCCCC=COC(=O)CCC(=O)O[Al](OC(=O)CCC(=O)OC=CCCCCCC)OC(=O)CCC(=O)OC=CCCCCCC aluminum octenyl succinate